C12(C(CC(CC1)C2(C)C)OC([C@@H](N)C(C)C)=O)C valine bornyl ester